FC1=CC=C(C=C1)NC(=S)C=1C(OC(C2(C1O)CCCCC2)C2=CC=C(C=C2)C(F)(F)F)=O N-(4-fluorophenyl)-5-hydroxy-3-oxo-1-(4-(trifluoromethyl)phenyl)-2-oxaspiro[5.5]undec-4-en-4-carbothioamide